benzyl (1r,3r,5r)-2-(5-(1-hydroxyethyl)-2-methylisonicotinoyl)-2-azabicyclo[3.1.0]hexane-3-carboxylate OC(C)C1=CN=C(C=C1C(=O)N1[C@@H]2C[C@@H]2C[C@@H]1C(=O)OCC1=CC=CC=C1)C